C(C)(C)(C)C1=CC=2C(=NC(=CN2)C(CCC[C@@H](CCC(F)(F)F)[C@H]2N(C(OC2)(C)C)C(=O)OC(C)(C)C)=O)N1C tert-butyl (4R)-4-[(1S)-5-(6-tert-butyl-5-methyl-pyrrolo[2,3-b]pyrazin-3-yl)-5-oxo-1-(3,3,3-trifluoropropyl)pentyl]-2,2-dimethyl-oxazolidine-3-carboxylate